C(C)N1C(=NN(C1=O)C=1C=C2C(=CNC(C2=CC1)=O)C(=C)C)CO 6-(4-ethyl-3-(hydroxymethyl)-5-oxo-4,5-dihydro-1H-1,2,4-triazol-1-yl)-4-(prop-1-en-2-yl)isoquinolin-1(2H)-one